6-(6-Methylpyridin-2-yl)-5-(3-(methylsulfinyl)phenyl)-2,3-dihydro-1H-imidazo[1,2-a]imidazole CC1=CC=CC(=N1)C=1N=C2N(CCN2)C1C1=CC(=CC=C1)S(=O)C